6-(4-amino-4-cyclopropylpiperidin-1-yl)-3-(3,4-dichloro-2-methyl-2H-indazole-5-yl)-1H-pyrazolo[3,4-d]pyrimidine-4-carbonitrile NC1(CCN(CC1)C1=NC(=C2C(=N1)NN=C2C2=C(C1=C(N(N=C1C=C2)C)Cl)Cl)C#N)C2CC2